BrC1=CC=C(C=C1)C=1OC2=C(N1)C=CC=C2 2-(4-bromophenyl)-benzoxazole